tert-butyl (1-(1-(3-methoxy-4-((6-methoxypyridin-3-yl)methoxy)benzyl)-1H-benzo[d]imidazol-5-yl)piperidin-4-yl)carbamate COC=1C=C(CN2C=NC3=C2C=CC(=C3)N3CCC(CC3)NC(OC(C)(C)C)=O)C=CC1OCC=1C=NC(=CC1)OC